diselenol C1C=C[Se][Se]1